FC(C(=O)O)(F)F.COC1=CC=C2C3=C(N(C2=C1)CCCN1CCNCC1)C(=NC=C3)C 7-methoxy-1-methyl-9-(3-(piperazin-1-yl)propyl)-9H-pyrido[3,4-b]indole trifluoroacetate